1-{5-[(3R)-3-methylmorpholin-4-yl]-3-[1-(oxan-2-yl)-1H-pyrazol-5-yl]-[1,2]thiazolo[4,5-b]pyridin-7-yl}cyclohexan-1-ol C[C@H]1N(CCOC1)C1=CC(=C2C(=N1)C(=NS2)C2=CC=NN2C2OCCCC2)C2(CCCCC2)O